C1(=CC=CC=2C3=CC=CC=C3NC12)C1=CC=C(C=C1)N1C2=CC=CC=C2C=2C=CC=CC12 9-[4-(9H-carbazole-1-yl)phenyl]carbazole